ClC1=NC(=CC(=N1)C(=O)C1=CC=CC=C1)NC1CCC(CC1)(F)F (2-chloro-6-((4,4-difluorocyclohexyl)amino)pyrimidin-4-yl)(phenyl)methanone